isopropylamino-1H-pyrrole-2-carboxamide C(C)(C)NN1C(=CC=C1)C(=O)N